1,4-Di(hydroxymethyl)benzol OCC1=CC=C(C=C1)CO